(1-(3-fluorobenzyl)-6-(4-methoxy-5H-pyrrolo[3,2-d]pyrimidin-5-yl)-1H-imidazo[4,5-b]pyridin-2-yl)methanol FC=1C=C(CN2C(=NC3=NC=C(C=C32)N3C=CC=2N=CN=C(C23)OC)CO)C=CC1